N-(4-(2-(4-chlorophenyl)propyl)-6-(((R)-1-hydroxy-4-methylpent-2-yl)amino)-1,3,5-triazin-2-yl)methanesulfonamide zinc [Zn].ClC1=CC=C(C=C1)C(CC1=NC(=NC(=N1)N[C@@H](CO)CC(C)C)NS(=O)(=O)C)C